C1N(CC12CC(C2)C(=O)OC(C)(C)C)C(=O)OCC2=CC=CC=C2 2-benzyl 6-(tert-butyl) 2-azaspiro[3.3]heptane-2,6-dicarboxylate